3-(mesitylenesulfonyloxy)phenyl-urea C1(=C(C(=CC(=C1)C)C)S(=O)(=O)OC=1C=C(C=CC1)NC(=O)N)C